COC=1C=NC=CC1C=1C=NC=2CCN(CC2C1)C=1C(=CC=2N(N1)C(C=CN2)=O)C 7-(3-(3-methoxypyridin-4-yl)-7,8-dihydro-1,6-naphthyridin-6(5H)-yl)-8-methyl-4H-pyrimido[1,2-b]pyridazin-4-one